CC1(OCC2=C(O1)C=CC(=C2)[C@@H]2CNCO2)C (R)-5-(2,2-dimethyl-4H-1,3-benzodioxin-6-yl)-1,3-oxazolidine